(S,E)-4-phenyl-3-(3-(3-(thiophen-2-yl)phenyl)acryloyl)oxazolidin-2-one C1(=CC=CC=C1)[C@@H]1N(C(OC1)=O)C(\C=C\C1=CC(=CC=C1)C=1SC=CC1)=O